The molecule is a carnitinium that is the conjugate acid of (R)-carnitine. It is a conjugate acid of a (R)-carnitine. It is an enantiomer of a (S)-carnitinium. C[N+](C)(C)C[C@@H](CC(=O)O)O